[Zr+4].C(C1=CC=CC=C1)(=O)[O-].C(C1=CC=CC=C1)(=O)[O-].C(C1=CC=CC=C1)(=O)[O-].C(C1=CC=CC=C1)(=O)[O-] benzoic acid, zirconium salt